8,3-dihydroxy-2-hydroxymethyl-anthraquinone OC=1C=CC=C2C(C=3C=C(C(=CC3C(C12)=O)CO)O)=O